1-{2-[(tert-butyldimethylsilyl)oxy]-2-methylpropyl}-2-(ethoxymethyl)-4-iodo-1H-imidazole [Si](C)(C)(C(C)(C)C)OC(CN1C(=NC(=C1)I)COCC)(C)C